2-Chloro-4-((S)-8-(4-(4-((4-(3-(((R)-2,6-dioxo-piperidin-3-yl)amino)-phenyl)piperidin-1-yl)-methyl)piperidine-1-carbonyl)phenyl)-3-methyl-2,8-diazaspiro[4.5]decan-2-yl)benzonitrile ClC1=C(C#N)C=CC(=C1)N1CC2(C[C@@H]1C)CCN(CC2)C2=CC=C(C=C2)C(=O)N2CCC(CC2)CN2CCC(CC2)C2=CC(=CC=C2)N[C@H]2C(NC(CC2)=O)=O